C(C1=CC=CC=C1)OC1=CC=C(C=C1)C(O)C1=C(N(C2=CN=C(C=C21)OC)C)CC (4-(benzyloxy)phenyl)(2-ethyl-5-methoxy-1-methyl-1H-pyrrolo[2,3-c]pyridin-3-yl)methanol